2-(2-{[4-(tert-butylamino)-2-(pyridin-4-yl)pyrido[3,4-d]Pyrimidin-5-yl]Amino}ethoxy)ethane C(C)(C)(C)NC=1C2=C(N=C(N1)C1=CC=NC=C1)C=NC=C2NCCOCC